trans-N-((1r,4r)-4-((5-fluoro-4-(2-(2-oxooxazolidin-3-yl)pyridin-4-yl)pyrimidin-2-yl)amino)cyclohexyl)acetamide FC=1C(=NC(=NC1)N[C@@H]1CC[C@H](CC1)NC(C)=O)C1=CC(=NC=C1)N1C(OCC1)=O